OC=1C=C2N=C3C=CC=CC3=NC2=CC1O 7,8-Dihydroxyphenazine